2-((2,6-dimethylpyridin-4-yl)oxy)-N,N-dimethylethan-1-amine CC1=NC(=CC(=C1)OCCN(C)C)C